OC1(CC1)C1CCN(CC1)C1=CC2=C(C[C@](O2)(C)CO)C=C1NC(=O)C=1C=NN2C1N=CC=C2 (R)-N-(6-(4-(1-hydroxycyclopropyl)piperidin-1-yl)-2-(hydroxymethyl)-2-methyl-2,3-dihydrobenzofuran-5-yl)pyrazolo[1,5-a]pyrimidine-3-carboxamide